BrC1=CC2=C(C3NC(N(C(O2)(C3)C)C3=CC(=CC=C3)C(=O)N3CC2=CC=CC=C2CC3)=O)C=C1 9-Bromo-2-methyl-3-(3-(1,2,3,4-tetrahydroisoquinoline-2-carbonyl)phenyl)-5,6-dihydro-2H-2,6-methanobenzo[g][1,3,5]oxadiazocin-4(3H)-one